FC1=C(C=CC=C1F)OC(CC)=O.FC(C(=O)N1CC(C1)N1N=C(C2=NC=CC(=C21)N2N=CC(=C2)F)C2=CC=C(C=C2)C(F)(F)F)=C 2-fluoro-1-(3-(7-(4-fluoro-1H-pyrazol-1-yl)-3-(4-(trifluoromethyl)phenyl)-1H-pyrazolo[4,3-b]pyridin-1-yl)azetidin-1-yl)prop-2-en-1-one 2,3-difluorophenyl-propionate